t-butyl 4-((2-(4-chlorophenyl)-4,4-dimethylcyclohex-1-enyl)methyl)piperazine-1-carboxylate ClC1=CC=C(C=C1)C1=C(CCC(C1)(C)C)CN1CCN(CC1)C(=O)OC(C)(C)C